CN1C(=CC=2C1=NC=CC2)B2OC(C(O2)(C)C)(C)C 1-methyl-2-(4,4,5,5-tetramethyl-1,3,2-dioxaborolan-2-yl)-1H-pyrrolo[2,3-b]pyridine